2-amino-N-(3-butyn-1-yl)-3-methyl-N-((5-(trifluoromethyl)-2-pyridinyl)methyl)-6-quinolinecarboxamide NC1=NC2=CC=C(C=C2C=C1C)C(=O)N(CC1=NC=C(C=C1)C(F)(F)F)CCC#C